O(CC[O-])CC[O-].[Na+].[Na+] sodium 2,2'-oxydiethoxide